(3S,8S,9S,10R,13R,14S,17R)-13-ethyl-l-7-((2R,5S)-5-hydroxy-6-methylheptan-2-yl)-3,10-dimethyl-2,3,4,7,8,9,10,11,12,13,14,15,16,17-tetradecahydro-1H-cyclopenta[a]phenanthren-3-ol C(C)[C@]12CCC[C@H]1[C@@H]1C(C=C3C[C@](CC[C@@]3([C@H]1CC2)C)(O)C)[C@H](C)CC[C@@H](C(C)C)O